dimethylethyldiethylamine CC(C)(N(CC)CC)C